[Co].[Sn](=S)=S tin disulfide cobalt